NC1=C2C(N(C(C2=CC(=C1)I)=O)[C@H](CS(=O)(=O)C)C1=CC(=C(C=C1)OC)OCC)=O (S)-4-amino-2-(1-(3-ethoxy-4-methoxyphenyl)-2-(methyl-sulfonyl)ethyl)-6-iodoisoindoline-1,3-dione